(S)-N-ethyl-5-(((2-nitro-6,7-dihydro-5H-imidazo[2,1-b][1,3]oxazin-6-yl)oxy)methyl)-N-(4-(trifluoromethoxy)phenyl)pyrimidin-2-amine C(C)N(C1=NC=C(C=N1)CO[C@H]1CN2C(OC1)=NC(=C2)[N+](=O)[O-])C2=CC=C(C=C2)OC(F)(F)F